(R)-1-(((2S,5S)-4-(1-(5-amino-4H-1,2,4-triazol-3-yl)piperidin-4-yl)-5-(4-chlorobenzyl)morpholin-2-yl)methyl)pyrrolidin-3-ol 2,2,2-trifluoroacetate FC(C(=O)O)(F)F.NC=1NC(=NN1)N1CCC(CC1)N1C[C@@H](OC[C@@H]1CC1=CC=C(C=C1)Cl)CN1C[C@@H](CC1)O